C(C)(C)(C)OC(=O)N1CCCC2=C1N=C(N=C2Cl)Cl 2,4-dichloro-6,7-dihydropyrido[2,3-D]pyrimidine-8(5H)-carboxylic acid tert-butyl ester